(R)-(2-(Cyclopropylmethoxy)-4,6-dihydroxyphenyl)(6-(2-methoxyethoxy)-8-((tetrahydrofuran-3-yl)amino)-3,4-dihydroisoquinolin-2(1H)-yl)methanone C1(CC1)COC1=C(C(=CC(=C1)O)O)C(=O)N1CC2=C(C=C(C=C2CC1)OCCOC)N[C@H]1COCC1